N-(2-(4,4-difluorocyclohexyl)-4-(2,5-difluorophenyl)pyridin-3-yl)-5-fluoro-6-((1-methylazetidin-3-yl)oxy)nicotinamide FC1(CCC(CC1)C1=NC=CC(=C1NC(C1=CN=C(C(=C1)F)OC1CN(C1)C)=O)C1=C(C=CC(=C1)F)F)F